FC1=C(C(=CC(=C1)B1OC(C(O1)(C)C)(C)C)F)CN1C=NC=2C(=NC=CC21)OC 1-((2,6-difluoro-4-(4,4,5,5-tetramethyl-1,3,2-dioxaborolan-2-yl)phenyl)methyl)-4-methoxyimidazo[4,5-c]pyridine